FC1=C(CNC(=O)N2CCC3(N(C4=CC=C(C=C4C(C3)=O)F)C)CC2)C=CC(=C1NCCOC)F N-(2,4-difluoro-3-((2-methoxyethyl)amino)benzyl)-6'-fluoro-1'-methyl-4'-oxo-3',4'-dihydro-1'H-spiro[piperidine-4,2'-quinoline]-1-carboxamide